C[NH+]1C(CCCC1C)C 1,2,6-trimethyl-piperidinium